4,7-dibromo-1,2-diphenyl-1H-benzimidazole BrC1=CC=C(C=2N(C(=NC21)C2=CC=CC=C2)C2=CC=CC=C2)Br